2,2'-Azobis(dimethylvaleronitrile) N(=NC(C#N)(C(CC)C)C)C(C#N)(C(CC)C)C